(R)-4-(6-(4-hydroxy-4-(pyridin-2-ylmethyl)piperidin-1-yl)pyridin-3-yl)-6-(2-hydroxypropoxy)pyrazolo[1,5-a]pyridine-3-carbonitrile OC1(CCN(CC1)C1=CC=C(C=N1)C=1C=2N(C=C(C1)OC[C@@H](C)O)N=CC2C#N)CC2=NC=CC=C2